OCC1(CCNCC1)C 4-Hydroxymethyl-4-methyl-piperidin